1-(but-2-ynoyl)-3'-[(3-fluoro-2-methoxyphenyl)amino]-2'-(3-fluoropyridin-4-yl)-5',6'-dihydro-1'H-spiro[piperidine-4,7'-pyrrolo[3,2-c]pyridin]-4'-one C(C#CC)(=O)N1CCC2(C3=C(C(NC2)=O)C(=C(N3)C3=C(C=NC=C3)F)NC3=C(C(=CC=C3)F)OC)CC1